5-(2-aminoethylamino)-1-naphthalenesulfonic acid sodium hydrate O.[Na].NCCNC1=C2C=CC=C(C2=CC=C1)S(=O)(=O)O